3-acetyl-8-bromo-5-chloro-2-((2,5-dichlorobenzyl)thio)quinolin-4(1H)-one C(C)(=O)C1=C(NC2=C(C=CC(=C2C1=O)Cl)Br)SCC1=C(C=CC(=C1)Cl)Cl